C(C1=CC=CC=C1)OC1=CC=C(C#N)C=C1 4-(benzyloxy)benzonitrile